4-(4-(methoxycarbonyl)phenyl)piperidine-1-carboxylic acid tert-butyl ester C(C)(C)(C)OC(=O)N1CCC(CC1)C1=CC=C(C=C1)C(=O)OC